ClC1=CC=C(C=C1)[C@@]1(N(C(C2=CC(=CC(=C12)F)C(CC)(C=1N=CN(C1)C)O)=O)CC1=NC=C(C=N1)C#N)OCC1(CC1)C#N 2-{[(1R)-1-(4-Chlorophenyl)-1-[(1-cyanocyclopropyl)methoxy]-7-fluoro-5-[1-hydroxy-1-(1-methyl-1H-imidazol-4-yl)propyl]-3-oxo-2,3-dihydro-1H-isoindol-2-yl]methyl}pyrimidin-5-carbonitril